2-fluoro-4-methoxy-1-(1-methylcyclobutyl)benzene FC1=C(C=CC(=C1)OC)C1(CCC1)C